FC=1C=2N(C=CC1)N=C(C2)[C@H]2N(CCC1=C2N=CN1)C(=O)C=1OC(=NN1)C1=NNC(=C1)C (S)-(4-(4-fluoropyrazolo[1,5-a]pyridin-2-yl)-1,4,6,7-tetrahydro-5H-imidazo[4,5-c]pyridin-5-yl)(5-(5-methyl-1H-pyrazol-3-yl)-1,3,4-oxadiazol-2-yl)methanone